4-({[4-fluoro-1-(2-fluorobenzoyl)-3-{1-[(3-hydroxypyrrolidin-1-yl)sulfonyl]-3-(trifluoromethyl)azetidin-2-yl}-1H-pyrazol-5-yl](methyl)amino}methyl)benzene-1-carboximidamide FC=1C(=NN(C1N(C)CC1=CC=C(C=C1)C(N)=N)C(C1=C(C=CC=C1)F)=O)C1N(CC1C(F)(F)F)S(=O)(=O)N1CC(CC1)O